C(C)(C)(C)OC(=O)N1CC(N(CC1)C=1C=C(C=CC1)C=1C(=C2C(=NC1)NC=C2C(=O)OC)Cl)=O methyl 5-(3-(4-(tert-butoxycarbonyl)-2-oxopiperazin-1-yl)phenyl)-4-chloro-1H-pyrrolo[2,3-b]pyridine-3-carboxylate